C(C)(C)(C)P(C1=C(C=CC=C1)C1=C(C=C(C=C1C(C)C)C(C)C)C(C)C)C(C)(C)C ditert-butyl-[2-[2,4,6-tri(propan-2-yl)phenyl]phenyl]phosphane